5-[(1S,2S)-2-[(3-chloro-4-cyclopropanecarbonylphenyl)carbonyl]cyclopropyl]-2H-1,2,3,4-tetrazole ClC=1C=C(C=CC1C(=O)C1CC1)C(=O)[C@@H]1[C@H](C1)C=1N=NNN1